tertiary Butyl(1-(6-(4-cyanophenyl)-7-(p-tolyl)pyrrolo[1,2-b]pyridazin-4-yl)piperidin-3-yl)carbamate C(C)(C)(C)OC(NC1CN(CCC1)C=1C=2N(N=CC1)C(=C(C2)C2=CC=C(C=C2)C#N)C2=CC=C(C=C2)C)=O